C1(CC1)C([C@@H](C=1OC2=C(N1)C=C(C=C2)CN2C(N[C@@H](C2)C(F)(F)F)=O)NC(CC2=CC(=NO2)C)=O)C2CC2 N-((S)-2,2-dicyclopropyl-1-(5-(((S)-2-oxo-4-(trifluoro-methyl)imidazolidin-1-yl)methyl)benzo[d]oxazol-2-yl)ethyl)-2-(3-methyl-isoxazol-5-yl)acetamide